CN(C1CCC(CC1)NC(=O)C1=NNC(=C1C(C)C)C=1C=C(C=2N(C1)N=CN2)C)C N-((1r,4r)-4-(dimethylamino)cyclohexyl)-4-isopropyl-5-(8-methyl-[1,2,4]triazolo[1,5-a]pyridin-6-yl)-1H-pyrazole-3-carboxamide